O=S1(CCN(CC1)CC1=CC=C(N\C(\C2=CC=CC=C2)=C\2/C(NC3=CC(=CC=C23)C(N)=O)=O)C=C1)=O 3-Z-[1-(4-(1,1-dioxo-thiomorpholin-4-yl-methyl)-anilino)-1-phenyl-methylene]-6-carbamoyl-2-indolinone